3-(7-((1-methylpiperidin-4-yl)amino)-3-(thiazol-4-yl)benzofuran-2-yl)prop-2-yn CN1CCC(CC1)NC1=CC=CC=2C(=C(OC21)C#CC)C=2N=CSC2